2-(4-bromo-3-methylphenyl)-5-((1R,3r,5S)-3-((5-cyclopropyl-3-(2,6-dichlorophenyl)isoxazol-4-yl)methoxy)-8-azabicyclo[3.2.1]Oct-8-yl)-1,3,4-oxadiazole BrC1=C(C=C(C=C1)C=1OC(=NN1)N1[C@H]2CC(C[C@@H]1CC2)OCC=2C(=NOC2C2CC2)C2=C(C=CC=C2Cl)Cl)C